FC1=C(C=CC=C1)C(C(=O)C1=C(C=C(C=C1)NCC1=CC=C(C#N)C=C1)OC)C 4-(((4-(2-(2-fluorophenyl)propionyl)-3-methoxyphenyl)amino)methyl)benzonitrile